8-(naphthalen-1-ylmethyl)-2-(2-nitrophenyl)-6-oxo-9-(3-(trifluoromethyl)phenyl)-2,3,4,6-tetrahydropyrido[2,1-b][1,3]thiazine-4-carboxylic acid C1(=CC=CC2=CC=CC=C12)CC=1C(=C2SC(CC(N2C(C1)=O)C(=O)O)C1=C(C=CC=C1)[N+](=O)[O-])C1=CC(=CC=C1)C(F)(F)F